N-acetyl-3,4-dihydropyridine-5-boronic acid pinacol ester C(C)(=O)N1CCCC(=C1)B1OC(C)(C)C(C)(C)O1